glyceryl palmitoleate erucate C(CCCCCCCCCCC\C=C/CCCCCCCC)(=O)O.C(CCCCCCC\C=C/CCCCCC)(=O)OCC(O)CO